2-[6-[(3S)-3-(hydroxymethyl)pyrrolidin-1-yl]pyridazin-3-yl]-3-methyl-5-(trifluoromethyl)phenol OC[C@@H]1CN(CC1)C1=CC=C(N=N1)C1=C(C=C(C=C1C)C(F)(F)F)O